2-fluoro-5-(1H-imidazol-4-yl)pyridine FC1=NC=C(C=C1)C=1N=CNC1